C(CCCCCCCCCCCCC)N1C(=C(C(C=C1)=O)OC(=O)C(C)(C)C)CC N-tetradecyl-2-ethyl-3-tert-butylcarbonyloxy-pyridin-4-one